3-chloro-5-methoxy-2,6-dimethylaniline ClC=1C(=C(N)C(=C(C1)OC)C)C